azetidin-1-yl-6-tetradecylpyrimidin-5-ol N1(CCC1)C1=NC(=C(C=N1)O)CCCCCCCCCCCCCC